FC(OC[C@H]1N(C[C@H](C1)O)C1=CC=C(C(=O)OC)C=C1)F Methyl 4-((2S,4S)-2-((difluoromethoxy)methyl)-4-hydroxypyrrolidin-1-yl)benzoate